N-(2-hydroxyethyl)-4-(2-(6-methylpyridin-2-yl)-6,7-dihydro-8H-pyrimido[5,4-b][1,4]oxazin-8-yl)pyrimidine-5-carboxamide OCCNC(=O)C=1C(=NC=NC1)N1C2=C(OCC1)C=NC(=N2)C2=NC(=CC=C2)C